ClC=1C=CC(=NC1)C1(CCC=2C=CC=3CCNC(C3C2O1)C)C 2-(5-Chloropyridin-2-yl)-2,10-dimethyl-3,4,7,8,9,10-hexahydro-2H-pyrano[3,2-H]isoquinolin